4-HYDROXYPYRIDINE-2-BORONIC ACID OC1=CC(=NC=C1)B(O)O